Cl.CN(CCCN=C=N)C 1-(3-dimethylaminopropyl)carbodiimide hydrochloride